3-[6-(2-methoxyethoxy)pyridin-2-yl]-1H-indole-7-carbonitrile COCCOC1=CC=CC(=N1)C1=CNC2=C(C=CC=C12)C#N